COC(N(C)CC1=CC=C(C=C1)C(NC=1SC2=C(C(=NC=C2C=2CCOCC2)OC)N1)=O)=O {4-[7-(3,6-Dihydro-2H-pyran-4-yl)-4-methoxy-thiazolo[4,5-c]pyridin-2-ylcarbamoyl]-benzyl}-methyl-carbamic acid methyl ester